(S)-2-((tert-Butoxycarbonyl)amino)-2-cyclopentylacetic acid C(C)(C)(C)OC(=O)N[C@H](C(=O)O)C1CCCC1